(S)-1-(5-methyl-1-(methylsulfonyl)-1H-pyrrole-3-carbonyl)-N-(4-(4'-nitro-[1,1'-biphenyl]-3-yl)thiazol-2-yl)azetidine-2-carboxamide CC1=CC(=CN1S(=O)(=O)C)C(=O)N1[C@@H](CC1)C(=O)NC=1SC=C(N1)C=1C=C(C=CC1)C1=CC=C(C=C1)[N+](=O)[O-]